(+)-6-(difluoromethyl-d)-8-((1S,2S)-2-hydroxy-2-methylcyclopentyl)-2-((1-(methylsulfonyl)piperidin-4-yl)amino)pyrido[2,3-d]pyrimidin-7(8H)-one FC(C1=CC2=C(N=C(N=C2)NC2CCN(CC2)S(=O)(=O)C)N(C1=O)[C@@H]1[C@@](CCC1)(C)O)([2H])F